bis(3-sulfonatophenyl)(3,5-di-trifluoromethylphenyl)phosphine disodium salt [Na+].[Na+].S(=O)(=O)([O-])C=1C=C(C=CC1)P(C1=CC(=CC(=C1)C(F)(F)F)C(F)(F)F)C1=CC(=CC=C1)S(=O)(=O)[O-]